tert-Butyl(6-(4-((5-cyano-6-(2H-1,2,3-triazol-2-yl)pyridin-3-yl)carbamoyl)-5-(trifluoromethyl)-1H-pyrazol-1-yl)-5-methylpyridin-2-yl)carbamate C(C)(C)(C)OC(NC1=NC(=C(C=C1)C)N1N=CC(=C1C(F)(F)F)C(NC=1C=NC(=C(C1)C#N)N1N=CC=N1)=O)=O